C(C)OC(C=P(C1=CC=CC=C1)(C1=CC=CC=C1)C1=CC=CC=C1)=O.C(C)O[Si](CC1CCCCC1)(OCC)OCC triethoxy(cyclohexylmethyl)silane ethyl-(triphenylphosphanylidene)acetate